methyl-3-(5-trifluoromethyl-2H-benzotriazol-2-yl)-5-tert-butyl-4-hydroxyhydrocinnamate COC(CCC1=CC(=C(C(=C1)C(C)(C)C)O)N1N=C2C(=N1)C=CC(=C2)C(F)(F)F)=O